FC=1C(=NC(=NC1)N[C@@H]1[C@@H](CNCC1)C)C1=C(C2=C(C(NC2=O)(C)C)S1)C 2-[5-fluoro-2-[[(3R,4S)-3-methylpiperidin-4-yl]amino]pyrimidin-4-yl]-3,6,6-trimethyl-5H-thieno[2,3-c]pyrrol-4-one